1,2,3-tribromo-propane BrCC(CBr)Br